tetraaminozinc N[Zn](N)(N)N